NC1=NC=C(C=N1)C#CC=1C(=C(C=CC1F)NC(=O)C1=NN(C(=C1)S(=O)(=O)C)C1=CC=C(C=C1)F)F N-(3-((2-aminopyrimidin-5-yl)ethynyl)-2,4-difluorophenyl)-1-(4-fluorophenyl)-5-(methylsulfonyl)-1H-pyrazole-3-carboxamide